C(C)(C)(C)C1=C(C(=CC(=C1)C)C(C)(C)C)O 2,6-di-tert-butyl-p-methylphenol